C(C)C=1C(=NC=NC1)N1CCN(CC1)C(=O)C=1NC2=CC(=CC=C2C1)O 2-[4-(5-ethylpyrimidin-4-yl)piperazine-1-carbonyl]-1H-indol-6-ol